[6-[[3-Fluoro-5-(trifluoromethyl)-2-pyridyl]methyl]-2-azaspiro[3.3]heptan-2-yl]-[3-(1H-1,2,4-triazol-5-yl)azetidin-1-yl]methanone FC=1C(=NC=C(C1)C(F)(F)F)CC1CC2(CN(C2)C(=O)N2CC(C2)C2=NC=NN2)C1